N-(3-(2-(3-(2,3-dihydroxypropoxy)phenylamino)-5-fluoropyrimidin-4-ylamino)phenyl)acrylamide OC(COC=1C=C(C=CC1)NC1=NC=C(C(=N1)NC=1C=C(C=CC1)NC(C=C)=O)F)CO